NC(C(=O)OC)(CCC(C)(C)C)C methyl 2-amino-2,5,5-trimethylhexanoate